C(C1CO1)OC1=C(C(=CC=C1)OCC1CO1)OCC1CO1 1,2,3-tris(glycidyloxy)benzene